C(CCC)OB([O-])[O-].C(C)(C)(C)[NH3+].C(C)(C)(C)[NH3+] tert-butylammonium butylborate